7a-Ethyldihydro-1H,3H,5H-oxazolo(3,4-c)oxazole C(C)C12N(COC1)COC2